3-(4-(5-amino-6-(3-(4-(((R)-tetrahydrofuran-3-ylamino)methyl)phenyl)isoxazol-5-yl)pyrazin-2-yl)phenylsulfonyl)butan-1-ol NC=1N=CC(=NC1C1=CC(=NO1)C1=CC=C(C=C1)CN[C@H]1COCC1)C1=CC=C(C=C1)S(=O)(=O)C(CCO)C